N-(2-((5-(6,7-dimethoxyquinazolin-4-yl)pyridin-2-yl)amino)ethyl)sulfonamide hydrochloride Cl.COC=1C=C2C(=NC=NC2=CC1OC)C=1C=CC(=NC1)NCCNS(=O)=O